N-(3-aminopropyl)phthalimide NCCCN1C(C=2C(C1=O)=CC=CC2)=O